2-{1-[(1-methylazepan-3-yl)amino]pyrido[3,4-d]pyridazin-4-yl}-5-(trifluoromethyl)phenol formate salt C(=O)O.CN1CC(CCCC1)NC1=C2C(=C(N=N1)C1=C(C=C(C=C1)C(F)(F)F)O)C=NC=C2